N-{4-[(5,7-Diethoxyquinazolin-4-yl)amino]phenyl}-2-[4-(propan-2-yl)-1H-1,2,3-triazol-1-yl]acetamide C(C)OC1=C2C(=NC=NC2=CC(=C1)OCC)NC1=CC=C(C=C1)NC(CN1N=NC(=C1)C(C)C)=O